NC(CCN(NC([C@H](C(C)C)NC(=O)C=1NC2=CC=CC(=C2C1)OC)=O)C(C(F)Cl)=O)=O N-((2S)-1-(2-(3-amino-3-oxopropyl)-2-(2-chloro-2-fluoroacetyl)hydrazinyl)-3-methyl-1-oxobutan-2-yl)-4-methoxy-1H-indole-2-carboxamide